3-(3-(3-aminopropionyl)-1,4-diazepan-1-yl)-6,7-dimethoxyquinoline-3-carbonitrile hydrochloride Cl.NCCC(=O)C1CN(CCCN1)C1(CN=C2C=C(C(=CC2=C1)OC)OC)C#N